[1,1'-biphenyl]-4-yl-(4-bromo-2,5-dimethylthiophen-3-yl)methanone methyl-2-[(2's,4r)-6-chloro-2',5-difluoro-1-oxo-spiro[3H-isoquinoline-4,1'-cyclopropane]-2-yl]acetate COC(CN1C(C2=CC=C(C(=C2[C@@]2([C@H](C2)F)C1)F)Cl)=O)=O.C1(=CC=C(C=C1)C(=O)C1=C(SC(=C1Br)C)C)C1=CC=CC=C1